N-(1-cyano-2-ethylperoxyethyl)cyclobutanamide C(#N)C(COOCC)NC(=O)C1CCC1